(-)-[2-(3,4-dichlorophenyl)ethyl]-4-methylpiperazine ClC=1C=C(C=CC1Cl)CCN1CCN(CC1)C